ClC1=CC2=C(N(C(C(N=C2C2=CC=CC=C2)C2CCCC2)=O)CC(=O)O)C=C1 2-(7-chloro-3-cyclopentyl-2-oxo-5-phenyl-2,3-dihydro-1H-benzo[e][1,4]diazepin-1-yl)acetic acid